C(C)(=O)OCC(C[C@@H]1[C@@H]([C@@H]2O[C@@H]3[C@@H]([C@H]([C@@H]2O1)OC(C)=O)O[C@H](CC3)CCOC(C(C)(C)C)=O)O[Si](C(C)C)(C(C)C)F)OC(C)=O 3-((2R,3S,3aR,4aS,7R,8aS,9R,9aR)-9-acetoxy-3-((fluorodiisopropylsilyl)oxy)-7-(2-(pivaloyloxy)ethyl)decahydrofuro[3,2-b]pyrano[2,3-e]pyran-2-yl)propane-1,2-diyl diacetate